COC=1C=C(C=CC1OC)C1=NOC(=N1)C1CCN(CC1)C(CC1=NC(=CN=C1)C)=O 1-(4-(3-(3,4-dimethoxyphenyl)-1,2,4-oxadiazol-5-yl)piperidin-1-yl)-2-(6-methylpyrazin-2-yl)ethanone